FC1=CC(=CC2=CN(N=C12)C)C1=CC2=C(C=N1)N=C(S2)N(C2CC(NC(C2)(C)C)(C)C)C 6-(7-Fluoro-2-methyl-2H-indazol-5-yl)-N-methyl-N-(2,2,6,6-tetramethylpiperidin-4-yl)[1,3]thiazolo[4,5-c]pyridin-2-amin